N-((S)-chroman-4-yl)benzo[d]Thiazole-6-carboxamide O1CC[C@@H](C2=CC=CC=C12)NC(=O)C1=CC2=C(N=CS2)C=C1